N-((R)-1-(4-(ethylsulfonyl)phenyl)-3-(hydroxyamino)-3-oxopropyl)benzamide C(C)S(=O)(=O)C1=CC=C(C=C1)[C@@H](CC(=O)NO)NC(C1=CC=CC=C1)=O